[N+](=O)([O-])C1=C(C2=C(OCOC2)C=C1)C#CCCO 4-(6-nitrobenzo[d][1,3]dioxan-5-yl)but-3-yn-1-ol